CN(C)CC1CN(CCC1(O)C=1C=C(C(=O)N)C=CC1)CCC1=CC=C(C=C1)O syn-3-(3-((dimethylamino)methyl)-4-hydroxy-1-(4-hydroxyphenethyl)-piperidin-4-yl)benzamide